CCCCCCC/C=C/C1=CC(=O)C2=CC=CC=C2N1O The molecule is a hydroxylamine that is N-hydroxyquinolin-4-one in which the hydrogen at position 2 has been replaced by a (1E)-non-1-en-1-yl group. It is the most active agent produced by Pseudomonas aeruginosa that modulates the growth and virulence of Staphylococcus aureus; the corresponding Z isomer is inactive. It has a role as a bacterial metabolite and an antibacterial agent. It is a member of hydroxylamines, a quinolone, an organic heterobicyclic compound and an olefinic compound.